tert-butyl (S)-(1-(2-(3,4-dichloro-5-methyl-1H-pyrrole-2-carboxamido)-5-(hydrazinecarbonyl)phenyl)pyrrolidin-3-yl)carbamate ClC1=C(NC(=C1Cl)C)C(=O)NC1=C(C=C(C=C1)C(=O)NN)N1C[C@H](CC1)NC(OC(C)(C)C)=O